FC(C1=CC2=CC(=CC=C2C=C1)C(=O)OC1=C(C(=C(C(=C1F)F)F)F)F)P(O)(O)=O (fluoro(7-((perfluorophenoxy)carbonyl)naphthalen-2-yl)methyl)phosphonic acid